8-Nonenoic Acid C(CCCCCCC=C)(=O)O